C1(CC1)C1=NN(C=C1C1=NC(=CC=C1)NC)[C@@H]1C[C@H](C1)CNC=1C=C2CN(C(C2=CC1)=O)C1C(NC(CC1)=O)=O 3-(5-(((Trans-3-(3-cyclopropyl-4-(6-(methylamino)pyridin-2-yl)-1H-pyrazol-1-yl)cyclobutyl)methyl)amino)-1-oxoisoindolin-2-yl)piperidine-2,6-dione